ClC=1C(C2=C(NC(=N2)C2=CC(=C(C=C2)F)C(F)(F)F)C(C1Cl)=O)=O 5,6-dichloro-2-(4-fluoro-3-(trifluoromethyl)phenyl)-1H-benzo[d]imidazole-4,7-dione